benzyl (S)-4-(3-(dimethylamino)-3-oxopropyl)-5-oxooxazolidine-3-carboxylate CN(C(CC[C@@H]1N(COC1=O)C(=O)OCC1=CC=CC=C1)=O)C